N[C@H](C(=O)O)CC1=CC=C(C=C1)C=1C2=C(N=C(N1)N)NC=C2 (S)-2-amino-3-(4-(2-amino-7H-pyrrolo[2,3-d]pyrimidin-4-yl)phenyl)propionic acid